1-((5S,7S)-7-fluoro-5-phenyl-6,7-dihydro-5H-pyrrolo[1,2-b][1,2,4]triazol-2-yl)-3-methyl-1H-pyrazol-5-amine F[C@H]1C[C@H](N2N=C(N=C21)N2N=C(C=C2N)C)C2=CC=CC=C2